CCCCOC(C(C)O)O butoxypropylene glycol